CC1=CC=C(C=C1)O.CC1=CC=C(C=C1)O.CC1=CC=C(C=C1)O.CC1=CC=C(C=C1)O.[Ti] titanium(IV) methylphenoxide